BrC1COCC(O1)Br 2,4-dibromo-3,6-dioxane